[OH-].[OH-].C(CC(C)C)[Ti+2]CCC(C)C diisopentyltitanium dihydroxide